(1R,3S,5R)-2-(2-(3-acetyl-5-(2-methylpyrimidin-5-yl)-1H-indazol-1-yl)acetyl)-N-((S)-1-(2,3-dimethyl-phenyl)ethyl)-5-methyl-2-azabicyclo[3.1.0]hexane-3-carboxamide C(C)(=O)C1=NN(C2=CC=C(C=C12)C=1C=NC(=NC1)C)CC(=O)N1[C@@H]2C[C@@]2(C[C@H]1C(=O)N[C@@H](C)C1=C(C(=CC=C1)C)C)C